O[C@]1(CC[C@@H](N2C(C=3N([C@@H]1C2)C=C(C(C3O)=O)C(=O)NCC3=C(C=C(C=C3F)F)F)=O)C)C (3S,6S,7R)-6,12-dihydroxy-3,6-dimethyl-1,11-dioxo-N-(2,4,6-trifluorobenzyl)-1,4,5,6,7,11-hexahydro-3H-2,7-methanopyrido[1,2-a][1,4]diazonine-10-carboxamide